2,11-dodecanediol CC(CCCCCCCCC(C)O)O